C(C)(C)OC(CNP(=O)(OC1=CC=CC=C1)OC1=CC(=CC=C1)C#N)=O 2-[[(3-cyanophenoxy)-phenoxy-phosphoryl]amino]acetic acid isopropyl ester